6-(4-bromo-2,6-dimethylbenzyl)-4-(2-methylcyclopentyl)pyridazine-3(2H)-one BrC1=CC(=C(CC=2C=C(C(NN2)=O)C2C(CCC2)C)C(=C1)C)C